dimethyl 2-(4-hydroxybenzyliden)malonate OC1=CC=C(C=C(C(=O)OC)C(=O)OC)C=C1